CC=1C=C(N=NC1C1=CC=C(C=C1)C(F)(F)F)N[C@H]1CN(CCC1)C(=O)OC(C)(C)C tert-butyl (3R)-3-[[5-methyl-6-[4-(trifluoromethyl)phenyl]-pyridazin-3-yl]amino]piperidine-1-carboxylate